2,2-Bis[4-(3-trifluoromethyl-4-aminophenoxy)phenyl]propane FC(C=1C=C(OC2=CC=C(C=C2)C(C)(C)C2=CC=C(C=C2)OC2=CC(=C(C=C2)N)C(F)(F)F)C=CC1N)(F)F